C1(=CC(=CC=C1)C(=O)N1C(C1)C)C(=O)N1C(C1)C 1,1'-(1,3-phenylenedicarbonyl)bis(2-methylaziridine)